FC1=NC2=C(N1CC1OCC1)C=C(C(=C2CC2=CC=CC=C2C2=NC=CC=C2OCC2=CC=C(C=C2)C#CC=2C=NN(C2)C)F)C(=O)O 2,5-difluoro-4-(6-((4-((1-methyl-1H-pyrazol-4-yl)ethynyl)benzyloxy)pyridin-2-yl)benzyl)-1-(oxetan-2-ylmethyl)-1H-benzo[d]imidazole-6-carboxylic acid